Cl.CN1N=C2[C@@H](NCCC2=C1C=1C(=NN(C1)C)C(F)(F)F)C (S)-2,7-dimethyl-3-(1-methyl-3-(trifluoromethyl)-1H-pyrazol-4-yl)-4,5,6,7-tetrahydro-2H-pyrazolo[3,4-c]pyridine HCl salt